FC(C1(C(=O)O)C(C(=O)O)=CC(C(=O)O)(C(C(=O)O)=C1)C(F)(F)F)(F)F 1,4-bistrifluoromethylpyromellitic acid